C(#N)C=1C(=NC=CC1)N1CC2(CC2C(=O)O)C1 5-(3-cyanopyridin-2-yl)-5-azaspiro[2.3]Hexane-1-carboxylic acid